2-chloro-5-((1R,3R)-2,2-dichloro-3-(4-fluoro-3-(trifluoromethyl)phenyl)cyclopropane-1-carboxamido)-N-(2,4-difluoro-3-iodophenyl)benzamide ClC1=C(C(=O)NC2=C(C(=C(C=C2)F)I)F)C=C(C=C1)NC(=O)[C@@H]1C([C@H]1C1=CC(=C(C=C1)F)C(F)(F)F)(Cl)Cl